FCCOC=1C=C(/C=C/C2=CC=C(C=C2)N(C(OC(C)(C)C)=O)C)C=CC1[N+](=O)[O-] tert-Butyl (E)-(4-(3-(2-Fluoroethoxy)-4-nitrostyryl)phenyl)-(methyl)carbamate